OCCON=CC1=CC(=CC(=C1)OC)NC(C(N1CC2(C3=CC=C(C=C13)OC(F)(F)F)CC2)=O)C2=CC=C(C=C2)Cl 3-((1-(4-chlorophenyl)-2-oxo-2-(6'-(trifluoromethoxy)spiro[cyclopropane-1,3'-indolin]-1'-yl)ethyl)amino)-5-methoxybenzaldehyde O-(2-hydroxyethyl) oxime